C1=C(O[C@H]([C@@H]([C@H]1O)OS(=O)(=O)O)O[C@@H]2[C@H](O[C@@H]([C@@H]([C@H]2O)NS(=O)(=O)O)O[C@H]3[C@@H]([C@H]([C@@H](O[C@H]3C(=O)O)O[C@@H]4[C@H](O[C@@H]([C@@H]([C@H]4O)NS(=O)(=O)O)O)COS(=O)(=O)O)OS(=O)(=O)O)O)COS(=O)(=O)O)C(=O)O The molecule is a heparin tetrasaccharide consisting of 4-deoxy-2-O-sulfo-L-threo-hex-4-enopyranuronosyl, 2-deoxy-6-O-sulfo-2-(sulfoamino)-D-glucopyranosyl, 2-O-sulfo-L-idopyranuronosyl and 2-deoxy-6-O-sulfo-2-(sulfoamino)-alpha-D-glucopyranose joined in sequence by alpha-(1->4) linkages. Sequence: DUAp2S(1-4)-a-D-GlcNpS6S (1-4)-a-L-IdoAp2S(1-4)-a-D-GlcNpS6S. It is a heparin tetrasaccharide, an amino tetrasaccharide and an oligosaccharide sulfate.